FC=1C=C(C=NC1)C=1C(=NC=CC1)N1CCN(CC1)C1CC2(CN(C2)C(=O)OCC)CC1 ethyl 6-[4-[3-(5-fluoro-3-pyridyl)-2-pyridyl]piperazin-1-yl]-2-azaspiro[3.4]octane-2-carboxylate